N1=CN=CC2=NC=CC=C21 pyrimido[5,4-B]pyridine